2-(2-Diethylamino-ethylamino)-N-(3-methoxy-phenyl)-benzamide C(C)N(CCNC1=C(C(=O)NC2=CC(=CC=C2)OC)C=CC=C1)CC